CC=1N=C2N(C=C(C=C2)OCCN)C1 2-((2-methylimidazo[1,2-a]pyridin-6-yl)oxy)ethan-1-amine